C(C)(C)(C)C1C=2C=C(C(NC2C2=C(C1)N1C(=N2)C(=CC=C1)C(F)(F)F)=O)C(=O)O 5-(tert-butyl)-2-oxo-11-(trifluoromethyl)-1,2,5,6-tetrahydropyrido[2',1':2,3]imidazo[4,5-h]quinoline-3-carboxylic acid